[Cl-].C(#N)C=1C=C(C=CC1)CC(C=1SC2=C(N1)C=CC(=C2)OCC)[NH3+] [2-(3-cyanophenyl)-1-(6-ethoxy-1,3-benzothiazol-2-yl)ethyl]ammonium chloride